ClC=1C(=NN2C1C(NC[C@@H]2C)=O)C2=C1C(=NC=C2)C=NS1 (7S)-3-chloro-7-methyl-2-{[1,2]thiazolo[4,5-b]pyridin-7-yl}-5H,6H,7H-pyrazolo[1,5-a]pyrazin-4-one